ClC1=CC=C2C(=CN=CC2=C1)N1C(NC(CC1)=O)=O 1-(7-chloro-4-isoquinolinyl)hexahydropyrimidine-2,4-dione